COC(=O)C(CC1=CC(=C(C=C1)O)O)N L-β-3,4-dihydroxyphenylalanine